C(C)(C)(C)[O-].[K+] potassium tertiary butanolate